7,7-dimethyl-5H,7H-furo[3,4-b]pyridin-5-one CC1(OC(C=2C1=NC=CC2)=O)C